C1(=CC=CC=C1)S(=O)(=O)/C=C/CNC(=O)C=1C(NC=2CCN(CC2C1)C(=O)OCCOC)=O 2-methoxyethyl 3-{[(2E)-3-(benzenesulfonyl) prop-2-en-1-yl] carbamoyl}-2-oxo-1,2,5,6,7,8-hexahydro-1,6-naphthyridine-6-carboxylate